(S)-oxetan-2-yl-methylamine O1[C@@H](CC1)NC